C(C)(C)(C)OB(C1=C(C(=C(C(=C1Br)Br)Br)Br)Br)C1=C(C(=C(C(=C1Br)Br)Br)Br)Br t-butoxybis(perbromophenyl)borane